[Cl-].ClC1=CC=C(C=C1)C=1N(C=[N+]2C1C=1NC3=CC=CC=C3C1C=C2)CC2=CC=C(C=C2)OC 1-(4-Chlorophenyl)-2-(4-methoxybenzyl)-2,11-dihydroimidazo[1',5':1,2]pyrido[3,4-b]indol-4-ium chloride